2-pentene-1,5-sultone C1C=CCCOS1(=O)=O